1,3-bis(4-dibenzothienylthio)-2-propyl acrylate C(C=C)(=O)OC(CSC1=CC=CC2=C1SC1=C2C=CC=C1)CSC1=CC=CC2=C1SC1=C2C=CC=C1